CC1=C(C=C(C=C1)B1OC(C(O1)(C)C)(C)C)C(C)O 1-[2-methyl-5-(4,4,5,5-tetramethyl-1,3,2-dioxaborolan-2-yl)phenyl]ethanol